(R)-2-Chloro-5-oxo-3-(trifluoromethyl)-7a,8,10,11-tetrahydro-5H-pyrazino[2,1-c]pyrido[2,3-e][1,4]oxazepine-9(7H)-carboxylate ClC=1C(=CC2=C(N3[C@@H](COC2=O)CN(CC3)C(=O)[O-])N1)C(F)(F)F